C(C)(C)NN1N=CC2=CC=CC=C12 (isopropylamino)-1H-indazol